(4S,4R)-4-(4-cyano-2-methoxyphenyl)-5-ethoxy-2,8-dimethyl-1,4-dihydro-1,6-naphthyridine-3-carboxamide C(#N)C1=CC(=C(C=C1)[C@@H]1C(=C(NC2=C(C=NC(=C12)OCC)C)C)C(=O)N)OC